NC1=C2C(=NC=N1)N(N=C2C#CCO)CC=2OC1=CC=CC=C1C(C2C2=CC=CC=C2)=O 2-((4-amino-3-(3-hydroxyprop-1-ynyl)-1H-pyrazolo[3,4-d]pyrimidin-1-yl)methyl)-3-phenyl-4H-chromen-4-one